5-((4'-fluoro-3'-methoxy-[1,1'-biphenyl]-4-yl)oxy)-1H-1,2,3-triazole-4-carboxylic acid FC1=C(C=C(C=C1)C1=CC=C(C=C1)OC1=C(N=NN1)C(=O)O)OC